CC1(C(CC1)C(=O)O)C 2,2-dimethylcyclobutanecarboxylic acid